NC1=NC(=C2N=CN(C2=N1)[C@H]1C=C[C@H](C1)COP(=O)(OCCSC(C(C)(C)C)=O)N[C@@H](C)C(=O)OC(C)C)OC isopropyl ((((1S,4R)-4-(2-amino-6-methoxy-9H-purin-9-yl)cyclopent-2-en-1-yl)methoxy)(2-(pivaloylthio)ethoxy)phosphoryl)-L-alaninate